FC1=C(C=CC=C1)C1NCCC1 2-(2-fluorophenyl)pyrrolidin